4-(4-fluoro-1-isopropyl-2-methyl-1H-benzo[d]imidazol-6-yl)-N-(6-(trifluoromethyl)pyridin-2-yl)pyridin-2-amine FC1=CC(=CC=2N(C(=NC21)C)C(C)C)C2=CC(=NC=C2)NC2=NC(=CC=C2)C(F)(F)F